C(C)(C)(C)OC(NC1(CCN(CC1)C1=NC=C(C=C1)Br)CN1CCN(CC1)CC)=O (1-(5-bromopyridin-2-yl)-4-((4-ethylpiperazin-1-yl)methyl)piperidin-4-yl)carbamic acid tert-butyl ester